3-(5-(tert-butylamino)-2-(1H-pyrazol-5-yl)thieno[3,2-b]pyridin-7-ylamino)-2,2-dimethyl-1-propanol C(C)(C)(C)NC1=CC(=C2C(=N1)C=C(S2)C2=CC=NN2)NCC(CO)(C)C